1-(2-chloro-3-mercaptophenyl)pyrrolidin-2-one ClC1=C(C=CC=C1S)N1C(CCC1)=O